CC=1N=C(C2=CC=CC=C2C1)C(C)(C)NC(C[C@H]1N(CCC1)C)=O (S)-N-(2-(3-methylisoquinolin-1-yl)propan-2-yl)-2-(1-methylpyrrolidin-2-yl)acetamide